BrC1=CC=C2N=CC(=NC2=C1)C=1C=NN(C1)C1OCCCC1 7-bromo-2-(1-tetrahydropyran-2-ylpyrazol-4-yl)quinoxaline